N1(CCC1)C(=O)C1CC2(C1)N(C(CN(C2=O)C2=C(C=C(C#N)C=C2)F)=O)CC2=CC=C(C=C2)C(F)(F)F 4-((2s,4s)-2-(azetidine-1-carbonyl)-6,9-dioxo-5-(4-(trifluoromethyl)benzyl)-5,8-diazaspiro[3.5]nonan-8-yl)-3-fluorobenzonitrile